C(CCC#C)(=O)SCCNC(CCNC([C@@H](C(COP(OP(OC[C@@H]1[C@H]([C@H]([C@@H](O1)N1C=NC=2C(N)=NC=NC12)O)OP(=O)(O)O)(=O)O)(=O)O)(C)C)O)=O)=O 4-pentynoyl-coenzyme A